COC1=CC=2C3=C(N(C2C=C1)CC1=CC=C(C=C1)NS(=O)(=O)N)C=CC=N3 (4-((8-methoxy-5H-pyrido[3,2-b]indol-5-yl)methyl)phenyl)sulfamide